1,2-dimethyl-3-propyl-1H-imidazol-3-ium CN1C(=[N+](C=C1)CCC)C